3-Methyl-11-(propan-2-yl)-11-azatricyclo[6.2.1.02,7]undeca-2,4,6,9-tetraene hydrochloride Cl.CC1=C2C3C=CC(C2=CC=C1)N3C(C)C